(2-methyl-5-(1-methyl-1H-pyrazol-4-yl)quinolin-6-yl)(morpholino)methanone CC1=NC2=CC=C(C(=C2C=C1)C=1C=NN(C1)C)C(=O)N1CCOCC1